FC1=C(C=C(C=C1)C1=NC=CC=C1C=1C=CC2=C(N(C=N2)C(CC)O)C1)C (6-(2-(4-Fluoro-3-methylphenyl)pyridin-3-yl)-1H-benzo[d]imidazol-1-yl)propan-1-ol